3,3-difluoro-azetidine FC1(CNC1)F